1-[2-[4-(3-ethynyl-1-tetrahydropyran-2-yl-indazol-5-yl)-2-methyl-pyrazol-3-yl]oxyethyl]-3-(2-iodophenoxy)pyrrolidin-2-one C(#C)C1=NN(C2=CC=C(C=C12)C1=C(N(N=C1)C)OCCN1C(C(CC1)OC1=C(C=CC=C1)I)=O)C1OCCCC1